Ethyl 2-chloro-4-((cis-4-cyanocyclohexyl)amino)pyrimidine-5-carboxylate ClC1=NC=C(C(=N1)N[C@@H]1CC[C@@H](CC1)C#N)C(=O)OCC